COC1=CC=C(C2=C1NC(=N2)NC(=O)N2CCC(CC2)(C)O)C2CCOCC2 4-Hydroxy-4-methyl-piperidine-1-carboxylic acid [7-methoxy-4-(tetrahydro-pyran-4-yl)-1H-benzoimidazol-2-yl]-amide